2-(5-methylisoxazol-3-yl)-4-(p-tolylsulfonyl)morpholine CC1=CC(=NO1)C1CN(CCO1)S(=O)(=O)C1=CC=C(C=C1)C